(1r,3r)-3-(5-amino-7-methoxy-[1,2,4]triazolo[1,5-c]quinazolin-2-yl)-1-(5-(2-hydroxypropan-2-yl)pyridin-2-yl)cyclobutan-1-ol NC1=NC=2C(=CC=CC2C=2N1N=C(N2)C2CC(C2)(O)C2=NC=C(C=C2)C(C)(C)O)OC